C(N)(=O)C=1C=C(C=NC1)[C@H]1N(OCC1)C(=O)C1CCN(CC1)C1=NC=C(C(=N1)C(=O)N)F 2-[4-[(3S)-3-(5-Carbamoyl-3-pyridyl)isoxazolidine-2-carbonyl]-1-piperidyl]-5-fluoro-pyrimidine-4-carboxamide